1-(6-(2,2-difluorocyclopropyl)pyridin-3-yl)ethan-1-ol FC1(C(C1)C1=CC=C(C=N1)C(C)O)F